ClC=1C=NN2C1C(NC1=CC(=CC=C21)C(C)N2CC(C(=CC2)C=2C=NC(=CC2)C(=O)NC)C)=O 1'-(1-(3-chloro-4-oxo-4,5-dihydropyrazolo[1,5-a]quinoxalin-7-yl)ethyl)-N,3'-dimethyl-1',2',3',6'-tetrahydro-[3,4'-bipyridine]-6-carboxamide